1-methoxypropan-2-ol COCC(C)O